FC(OC1=CC=C(C=C1)C=1SC(=CN1)CO)(F)F 2-(4-trifluoromethoxyphenyl)thiazole-5-methanol